6-(2-(methanesulfonyl)pyrimidin-5-yl)hex-5-ylamide CS(=O)(=O)C1=NC=C(C=N1)CC(CCCC)[NH-]